CSC=1N=CC2=C(N1)NC(C=C2)=O 2-(methylthio)pyrido[2,3-d]pyrimidin-7(8H)-one